NCCNCC(=O)O 2-amino-ethyl-glycine